C(C=CC=CC=CCCCCCCCCCCCCCCC)(=O)Cl 13Z,16Z,19Z-docosatrienoic acid chloride